C1(CC2C(CC1)O2)COC(CCCCC(=O)OCC2CC1C(CC2)O1)=O.C=1(O)C2=C(O)C(=CC1)C1C(COCC3C2O3)O1 resorcinoldiglycidyl ether bis(3,4-epoxycyclohexylmethyl)adipate